FC1=C(C(=CC=C1)F)CCNC(CC1N(C(CC1)=O)CC1=CC=C(C=C1)C)=O N-[2-(2,6-difluorophenyl)ethyl]-2-[1-[(4-methylphenyl)methyl]-5-oxopyrrolidin-2-yl]acetamid